N-(3-(4-amino-7-(cis-3-(azetidin-1-ylmethyl)cyclobutyl)-7H-pyrrolo[2,3-d]pyrimidin-5-yl)-5-methylbenzyl)methanesulfonamide NC=1C2=C(N=CN1)N(C=C2C=2C=C(CNS(=O)(=O)C)C=C(C2)C)[C@@H]2C[C@@H](C2)CN2CCC2